3-(5-((R or S)-1-(4-(6-(3-Chloro-6-(difluoromethyl)-2-fluorophenyl)pyrazine-2-carboxamido)-1H-pyrazol-1-yl)ethyl)pyrimidin-2-yl)-N,N-dimethyl-3-azabicyclo[3.1.0]hexane-2-carboxamide ClC=1C(=C(C(=CC1)C(F)F)C1=CN=CC(=N1)C(=O)NC=1C=NN(C1)[C@H](C)C=1C=NC(=NC1)N1C(C2CC2C1)C(=O)N(C)C)F |o1:24|